N-(thiazol-2-yl)-7-(3,3,3-trifluoro-2,2-dihydroxypropanamido)heptanamide S1C(=NC=C1)NC(CCCCCCNC(C(C(F)(F)F)(O)O)=O)=O